3-(2-(diethylamino) ethyl)-1H-indol-6-yl isobutyrate C(C(C)C)(=O)OC1=CC=C2C(=CNC2=C1)CCN(CC)CC